2-(2-(4-bromobenzyloxy)naphthalen-1-yl)-1-(4-methylpiperazin-1-yl)ethanone BrC1=CC=C(COC2=C(C3=CC=CC=C3C=C2)CC(=O)N2CCN(CC2)C)C=C1